C(C)(C)(C)OC[C@H]1C(NC=2C(=NC(=NC2N1C)Cl)C)=O (7S)-7-(tert-Butoxymethyl)-2-chloro-4,8-dimethyl-7,8-dihydropteridin-6(5H)-one